NC[C@@H](CC(=O)O)O (R)-4-AMINO-3-HYDROXYBUTANOIC ACID